4-(1-methylhydrazino)benzonitrile CN(N)C1=CC=C(C#N)C=C1